N-[(3-amino-2-methylquinoxalin-6-yl)methyl]-N-(2-methanesulfonylpyridin-3-yl)-6-(trifluoromethyl)pyridine-3-carboxamide NC=1C(=NC2=CC=C(C=C2N1)CN(C(=O)C=1C=NC(=CC1)C(F)(F)F)C=1C(=NC=CC1)S(=O)(=O)C)C